C(C)(=O)N1CCC(CC1)NC1=CC=C2CN(C(C2=C1)=O)C[C@@H](CN1CC2=CC=CC=C2CC1)O (R)-6-((1-Acetylpiperidin-4-yl)amino)-2-(3-(3,4-dihydroisoquinolin-2(1H)-yl)-2-Hydroxypropyl)isoindolin-1-one